[Ru](Cl)(Cl)Cl ruthenium(3+) trichloride